(3-cyclopropyl-1-(4-(3-fluorotetrahydrofuran-3-yl)pyrimidin-2-yl)-1H-pyrazolo[4,3-c]pyridin-6-yl)acetamide C1(CC1)C1=NN(C2=C1C=NC(=C2)CC(=O)N)C2=NC=CC(=N2)C2(COCC2)F